CC=1N=C(NC1C)C1=NC=CC(=C1)C=1CN(C=CC1)CCCN(C)C 2'-(4,5-Dimethyl-1H-imidazol-2-yl)-N-(3-(dimethylamino)propyl)-3,4'-bipyridine